N-(3-Chlorophenyl)-2-(3-(phenylsulfonyl)ureido)benzenesulfonamide ClC=1C=C(C=CC1)NS(=O)(=O)C1=C(C=CC=C1)NC(=O)NS(=O)(=O)C1=CC=CC=C1